C(C)(C)(C)C1=NC=C2C(NS(C3=CC=CC(NC(CC[C@H]4CC(N(C2=N1)C4)(C)C)C4=NC=CC(=C4)C(C)(C)C)=N3)(=O)=O)=O (14S)-8-tert-Butyl-17-(4-tert-butylpyridin-2-yl)-12,12-dimethyl-2λ6-thia-3,7,9,11,18,23-hexaazatetracyclo[17.3.1.111,14.05,10]tetracosa-1(22),5,7,9,19(23),20-hexaene-2,2,4-trione